S(=O)(=O)(O)C=1C(C2=CC=CC=C2C1)C(=O)O sulfoindencarboxylic acid